COC(C(C)=NNS(=O)(=O)C1=CC=C(C=C1)C)OC N'-(1,1-dimethoxypropan-2-ylidene)-4-methylbenzenesulfonohydrazide